1-((7-cyano-2-(3'-(5-(2-hydroxyethyl)-4,5,6,7-tetrahydrothiazolo[5,4-c]pyridin-2-yl)-2,2'-dimethyl-[1,1'-biphenyl]-3-yl)benzo[d]oxazol-5-yl)methyl)azetidine-3-carboxylic acid C(#N)C1=CC(=CC=2N=C(OC21)C=2C(=C(C=CC2)C2=C(C(=CC=C2)C=2SC=1CN(CCC1N2)CCO)C)C)CN2CC(C2)C(=O)O